FC=1C=C(C=C(C1)F)C1=CC(=CC=C1)C[C@@H]1C=2C(N(C(=NC2CC[C@@H]1NS(=O)(=O)C)C)C)=O |r| rac-N-{(5R,6S)-5-[(3',5'-difluoro[1,1'-biphenyl]-3-yl)methyl]-3-methyl-2-methyl-4-oxo-3,4,5,6,7,8-hexahydroquinazolin-6-yl}methanesulfonamide